NCCNCCC[Si](OCC)(OCC)OCC N-(beta-aminoethyl)r-aminopropyl-triethoxysilane